N1C=C(C2=CC=CC=C12)C[C@H](C(=O)O)NS(=O)(=O)C=1SC(=CC1)C#CC1=CC=C(C=C1)C |r| racemic-3-(1H-Indol-3-yl)-2-(5-p-tolylethynyl-thiophene-2-sulfonylamino)-propionic acid